C1(CC1)OCC=1C=NOC1 4-(cyclopropoxymethyl)-1,2-oxazol